Tert-Butyl N-[2-[2-(3-amino-2-fluoro-1,1-dimethyl-propoxy)ethoxy]ethyl]carbamate NCC(C(OCCOCCNC(OC(C)(C)C)=O)(C)C)F